CC=1C=C2CN(C(C2=CC1CC1=CC=C(C=C1)N1N=CC=C1)=O)CC1OCCC1 5-methyl-6-(4-(1H-pyrazol-1-yl)benzyl)-2-(tetrahydrofuran-2-ylmethyl)isoindolin-1-one